(2R,3S)-2-((S)-2-((tert-butoxycarbonyl)amino)-3-methoxy-3-oxopropyl)-3-(((tert-butyldimethylsilyl)oxy)methyl)pent-4-enoic acid C(C)(C)(C)OC(=O)N[C@@H](C[C@@H](C(=O)O)[C@H](C=C)CO[Si](C)(C)C(C)(C)C)C(=O)OC